C(C1=CC=CC=C1)OC1=C(C=C(C#N)C=C1)F 4-(benzyloxy)-3-fluorobenzonitrile